1-(5-Methylpyridazin-4-yl)ethan-1-amine CC=1C(=CN=NC1)C(C)N